FC=1C=C2C(=CC(=NC2=CC1)C(F)(F)F)N[C@@H]1C[C@@H](CCC1)NC(=O)C1=CC=CC=2N=CSC21 N-[(1R,3S)-3-{[6-fluoro-2-(trifluoromethyl)quinolin-4-yl]amino}cyclohexyl]-1,3-benzothiazole-7-carboxamide